4,4-dimethylcycloheptyl alcohol CC1(CCC(CCC1)O)C